C(C)OP(=O)(CCC(=O)O)OCC 3-(diethoxyphosphinyl)propionic acid